2-(benzyloxy)-6-((7-(benzyloxy)-6-(methoxy-d3)-3,4-dihydroisoquinolin-1-yl) methyl)-3-methoxybenzyl acetate C(C)(=O)OCC1=C(C(=CC=C1CC1=NCCC2=CC(=C(C=C12)OCC1=CC=CC=C1)OC([2H])([2H])[2H])OC)OCC1=CC=CC=C1